tert-butyl 1-(2-(2,6-dioxopiperidin-3-yl)-1,3-dioxoisoindolin-4-yl)azetidine-3-carboxylate O=C1NC(CCC1N1C(C2=CC=CC(=C2C1=O)N1CC(C1)C(=O)OC(C)(C)C)=O)=O